2-(4-Bromophenyl)-5-[methyl(pyridin-4-ylmethyl)amino]-4,5,6,7-tetrahydro-2H-indazol-3-ol BrC1=CC=C(C=C1)N1N=C2CCC(CC2=C1O)N(CC1=CC=NC=C1)C